C(#N)C1=CC(=C(COC2=CC=CC(=N2)C2CCN(CC2)CC2=NC3=C(N2C[C@H]2OCC2)C=C(C(=C3)C=3C=NN(C3)C)C(=O)O)C=C1)F (S)-2-((4-(6-((4-cyano-2-fluorobenzyl)oxy)pyridin-2-yl)piperidin-1-yl)methyl)-5-(1-methyl-1H-pyrazol-4-yl)-1-(oxetan-2-ylmethyl)-1H-benzo[d]imidazole-6-carboxylic acid